(5R)-5-methyl-2-[6-[(1R,4R)-2-oxa-5-azabicyclo[2.2.1]hept-5-yl]pyridin-3-yl]-6,7-dihydro-5H-pyrazolo[5,1-b][1,3]oxazine-3-carboxylic acid ethyl ester C(C)OC(=O)C=1C(=NN2C1O[C@@H](CC2)C)C=2C=NC(=CC2)N2[C@H]1CO[C@@H](C2)C1